α-methoxy-α-trifluoromethyl-phenylacetic Acid COC(C(=O)O)(C(F)(F)F)C1=CC=CC=C1